2-((1-(3-cyclobutyloxy-4-fluorophenyl)-5-isobutyl-1H-pyrazol-3-yl)amino)-5-(thiophen-2-yl)nicotinic acid C1(CCC1)OC=1C=C(C=CC1F)N1N=C(C=C1CC(C)C)NC1=C(C(=O)O)C=C(C=N1)C=1SC=CC1